benzo[d][1,2,3]thiadiazole-6-amine S1N=NC2=C1C=C(C=C2)N